4H-pyrazolo[1,5-d][1,4]diazepin N1=CC=C2N1C=CN=CC2